C(\C(\C)=C\C(=O)[O-])(=O)[O-].[Al+3].C(\C(\C)=C\C(=O)[O-])(=O)[O-].C(\C(\C)=C\C(=O)[O-])(=O)[O-].[Al+3] aluminum mesaconate